C1(=CC=CC=C1)[SeH](=O)(O)O phenylselenious acid